N1CCCC2=CC=CN=C12 1,2,3,4-tetrahydro-1,8-naphthyridine